2-[(5,6-difluoro-3,4-dihydro-2H-1-benzopyran-4-yl)oxy]-5-fluoro-4-methoxyaniline FC1=C(C=CC2=C1C(CCO2)OC2=C(N)C=C(C(=C2)OC)F)F